Cis-5-fluoro-N-(4-hydroxy-1-methyl-cyclohexyl)-7-[2-(2,2,2-trifluoroethoxy)phenyl]benzofuran-2-carboxamide FC=1C=C(C2=C(C=C(O2)C(=O)NC2(CCC(CC2)O)C)C1)C1=C(C=CC=C1)OCC(F)(F)F